3-(4-{6-[2-(6-Fluoro-4-methoxy-2-methyl-indol-1-yl)-ethylamino]-pyrimidin-4-yl}-phenyl)-3-oxo-propionitrile FC1=CC(=C2C=C(N(C2=C1)CCNC1=CC(=NC=N1)C1=CC=C(C=C1)C(CC#N)=O)C)OC